Cl.COCCN1CCN(CC1)C1=C(C=C2C(=N1)N=C(O2)N2CCOCC2)C(=O)NC2=NC(=CC=C2)C=2C=NN(C2)C 5-(4-(2-Methoxyethyl)piperazin-1-yl)-N-(6-(1-methyl-1H-pyrazol-4-yl)pyridin-2-yl)-2-morpholinooxazolo[4,5-b]pyridine-6-carboxamide Hydrochloride